(3S)-N-(3-[2-[(1R,3R)-3-hydroxybut-1-en-1-yl]-6-(morpholin-4-yl)pyridin-4-yl]-4-methylphenyl)-3-(2,2,2-trifluoroethyl)pyrrolidine-1-carboxamide O[C@@H](C=CC1=NC(=CC(=C1)C=1C=C(C=CC1C)NC(=O)N1C[C@@H](CC1)CC(F)(F)F)N1CCOCC1)C